(1s,4s)-4-((5-(3-(2,2-difluoroethyl)-2-methyl-3H-imidazo[4,5-b]pyridin-5-yl)-4-(methylamino)-7H-pyrrolo[2,3-d]pyrimidin-2-yl)amino)-1-ethylcyclohexan-1-ol FC(CN1C(=NC=2C1=NC(=CC2)C2=CNC=1N=C(N=C(C12)NC)NC1CCC(CC1)(O)CC)C)F